C1(CC1)N1C(=NC2=NC=C(C=C21)C=2C=CN1N=CN=C(C12)N1CC(C1)(F)F)C 1-cyclopropyl-6-(4-(3,3-difluoroazetidin-1-yl)pyrrolo[2,1-f][1,2,4]triazin-5-yl)-2-methyl-1H-imidazo[4,5-b]pyridine